difluorobenzodiselenazole-bistin salt [Sn].[Sn].FC=1C=CC2=C(N[Se][Se]2)C1F